zinc(II) formate dihydrate O.O.C(=O)[O-].[Zn+2].C(=O)[O-]